6-(2-((3-(2-chloro-6-methylphenyl)-5-cyclopropylisoxazol-4-yl)methylene)-7-azaspiro[3.5]non-7-yl)-4-(trifluoromethyl)quinoline-2-carboxylic acid ClC1=C(C(=CC=C1)C)C1=NOC(=C1C=C1CC2(C1)CCN(CC2)C=2C=C1C(=CC(=NC1=CC2)C(=O)O)C(F)(F)F)C2CC2